5-(n-octyloxycarbonylmethyl)-bicyclo[2.2.1]hept-2-ene C(CCCCCCC)OC(=O)CC1C2C=CC(C1)C2